C(C#C)OCCCCCCC=O 7-(prop-2-yn-1-yloxy)heptanal